7-(trifluoromethyl)-2,3-dihydroquinazolin-4(1H)-one FC(C1=CC=C2C(NCNC2=C1)=O)(F)F